Methyl oct-8-yl-nicotinate CCCCCCCCC1=C(C(=O)OC)C=CC=N1